C(C)NC(CCN1C(CCCC1)C=O)=O N-ETHYL-3-(2-FORMYLPIPERIDIN-1-YL)PROPANAMIDE